O=S1(N(CC(N1)=O)C=1C(=C(C=CC1O)C=1C=NN(C1)CC#N)F)=O 2-(4-(3-(1,1-dioxido-4-oxo-1,2,5-thiadiazolidin-2-yl)-2-fluoro-4-hydroxyphenyl)-1H-pyrazol-1-yl)acetonitrile